7-{3-[(2-ethoxyethyl)carbamoyl]azetidin-1-yl}-1-[3-(methoxymethyl)-1,2,4-thiadiazol-5-yl]-5-methyl-4-oxo-1,4-dihydro-1,8-naphthyridine-3-carboxylic acid C(C)OCCNC(=O)C1CN(C1)C1=CC(=C2C(C(=CN(C2=N1)C1=NC(=NS1)COC)C(=O)O)=O)C